4-(2,3-Dihydrobenzo[b][1,4]dioxin-6-yl)-1H-1,2,3-triazole-5-carboxylic acid O1C2=C(OCC1)C=C(C=C2)C=2N=NNC2C(=O)O